OCC1CC(C1)C1=CC2=C(N(C(N2C)=O)[C@@H]2C(N(C(CC2)=O)COCC[Si](C)(C)C)=O)C=C1 (3S)-3-{5-[3-(hydroxymethyl)cyclobutyl]-3-methyl-2-oxo-1,3-benzodiazol-1-yl}-1-{[2-(trimethylsilyl)ethoxy]methyl}piperidine-2,6-dione